2-[4-[5-(tert-Butoxycarbonylamino)-4-cyano-1-isopropyl-pyrazol-3-yl]-2,5-difluoro-phenyl]acetic acid C(C)(C)(C)OC(=O)NC1=C(C(=NN1C(C)C)C1=CC(=C(C=C1F)CC(=O)O)F)C#N